The molecule is a member of the class of 1,2,4-triazines that is 4,5-dihydro-1,2,4-triazin-3(2H)-one substituted by a methyl group at position 6 and a (pyridin-3-ylmethylidene)amino group at position 4. It has a role as an antifeedant, an environmental contaminant, a xenobiotic and a TRPV channel modulator. It is a member of 1,2,4-triazines and a member of pyridines. CC1=NNC(=O)N(C1)/N=C/C2=CN=CC=C2